3-Methyl-N-(quinolin-8-yl)-4-(m-tolyl)butanamide CC(CC(=O)NC=1C=CC=C2C=CC=NC12)CC=1C=C(C=CC1)C